BrC=1C(=C(OC2CCC(CC2)/C=C(/C(=O)OCC)\C)C=CC1)C(F)(F)F ethyl (E)-3-((1r,4r)-4-(3-bromo-2-(trifluoromethyl)phenoxy)cyclohexyl)-2-methylacrylate